[7-thiophen-3-yl-3-[5-[2-(trifluoromethyl)pyridin-3-yl]sulfanyl-1H-imidazo[4,5-b]pyrazin-2-yl]-3-azabicyclo[4.1.0]heptan-7-yl]methanamine S1C=C(C=C1)C1(C2CCN(CC12)C1=NC=2C(=NC=C(N2)SC=2C(=NC=CC2)C(F)(F)F)N1)CN